BrC1=C(C(=C(C=C1)Cl)[N+](=O)[O-])Cl 1-bromo-2,4-dichloro-3-nitrobenzene